(2E)-3-(1,3-benzodioxol-5-yl)-N-phenyl-N-(tetrahydro-2-methyl-3-furanyl)-2-propenamide O1COC2=C1C=CC(=C2)/C=C/C(=O)N(C2C(OCC2)C)C2=CC=CC=C2